Cl.[C@H]12CN(C[C@H](CC1)N2)C2=NC(=NC1=C(C(=C(C=C21)C)C2=CC(=CC1=CC=CC=C21)O)F)OCCCN(C)C 4-((R or S)-4-((1R,5S)-3,8-diazabicyclo[3.2.1]octan-3-yl)-2-(3-(dimethylamino)Propoxy)-8-fluoro-6-methylquinazolin-7-yl)naphthalene-2-ol hydrochloride